N-(3,4-dimethylphenyl)-[1,1'-biphenyl]-4-amine CC=1C=C(C=CC1C)NC1=CC=C(C=C1)C1=CC=CC=C1